FC1(CCN(CC1)C(=O)C=1C=NC2=C(C=CC=C2C1)C1=CC=C2C(N(C3(C2=C1)CC3)C[2H])=O)F 6'-(3-(4,4-difluoropiperidine-1-carbonyl)quinolin-8-yl)-2'-(deuteromethyl)spiro[cyclopropane-1,1'-isoindolin]-3'-one